4-Chloro-7-((3aR,3bS,4aS,5R,5aS)-2,2-dimethyl-3b-vinylhexahydrocyclopropa[3,4]cyclopenta[1,2-d][1,3]dioxol-5-yl)-6-methyl-7H-pyrrolo[2,3-d]pyrimidine ClC=1C2=C(N=CN1)N(C(=C2)C)[C@@H]2[C@@H]1[C@]([C@@H]3[C@H]2OC(O3)(C)C)(C1)C=C